3,7,11-trimethyl-1-dodecyn CC(C#C)CCCC(CCCC(C)C)C